F[C@@H]1[C@]2(CC[C@@](C[C@@H]1N(C=1N=CC(=NC1)C1=C(C=C(C=C1)C1=CN=NC(=C1)OC)O)C)(N2)C)C 2-(5-(((1R,2S,3S,5S)-2-fluoro-1,5-dimethyl-8-azabicyclo[3.2.1]octan-3-yl)(methyl)amino)pyrazin-2-yl)-5-(6-methoxypyridazin-4-yl)phenol